tetraphenylphosphine tetra(4-methylphenyl)borate CC1=CC=C(C=C1)[B-](C1=CC=C(C=C1)C)(C1=CC=C(C=C1)C)C1=CC=C(C=C1)C.C1(=CC=CC=C1)P(C1=CC=CC=C1)(C1=CC=CC=C1)C1=CC=CC=C1